[N+](=[N-])=CC(CC[C@@H](C(=O)OC(C)(C)C)NC(C1=CN=CC=C1)=O)=O tert-Butyl (S)-6-diazo-2-(nicotinamido)-5-oxohexanoate